2-((3-(difluoromethyl)-5-(3-(1-(o-tolyl)cyclopropyl)-1,2,4-oxadiazol-5-yl)-1H-pyrazol-1-yl)methyl)thiazole-5-carboxylic acid FC(C1=NN(C(=C1)C1=NC(=NO1)C1(CC1)C1=C(C=CC=C1)C)CC=1SC(=CN1)C(=O)O)F